8-(6-(3-(diethylamino)propoxy)pyridin-3-yl)-7-fluoro-1-isopropyl-3-methyl-1,3-dihydro-2H-imidazo[4,5-c]cinnolin-2-one C(C)N(CCCOC1=CC=C(C=N1)C1=CC=2C3=C(N=NC2C=C1F)N(C(N3C(C)C)=O)C)CC